4-(2-(4-chloro-3-fluorophenoxy)acetamido)-2-oxobicyclo[2.2.2]octane-1-carboxylic acid ClC1=C(C=C(OCC(=O)NC23CC(C(CC2)(CC3)C(=O)O)=O)C=C1)F